4-iodo-5-methoxy-1H-pyrrolo[2,3-b]pyridine IC1=C2C(=NC=C1OC)NC=C2